COC1=C(CC2(C(C2)(F)F)C(=O)N)C=CC(=C1)OC 2,4-Dimethoxybenzyl-2,2-difluorocyclopropane-1-carboxamide